2-isopropyl-1-methoxy-4-methylbenzene C(C)(C)C1=C(C=CC(=C1)C)OC